[13C]([13CH2][13CH2][13C](=O)[O-])(=O)[O-] [13C4]-succinate